tert-butyl 4-(3-(2,6-bis(benzyloxy)pyridin-3-yl)-1-methyl-1H-indazol-7-yl)-3,6-dihydropyridine-1(2H)-carboxylate C(C1=CC=CC=C1)OC1=NC(=CC=C1C1=NN(C2=C(C=CC=C12)C=1CCN(CC1)C(=O)OC(C)(C)C)C)OCC1=CC=CC=C1